methyl 4-((5-(2-(2-aminopyridin-3-yl)-5-phenyl-3H-imidazo[4,5-b]pyridin-3-yl)-6-methylpyridin-2-yl)amino)cyclohexane-1-carboxylate NC1=NC=CC=C1C1=NC=2C(=NC(=CC2)C2=CC=CC=C2)N1C=1C=CC(=NC1C)NC1CCC(CC1)C(=O)OC